4-isopropyl-5-(8-methoxy-[1,2,4]triazolo[1,5-a]pyridin-6-yl)-3-methyl-2-(piperidin-4-yl)-6H-thieno[2,3-b]pyrrole C(C)(C)C=1C2=C(NC1C=1C=C(C=3N(C1)N=CN3)OC)SC(=C2C)C2CCNCC2